1-(2-(benzyloxy)ethyl)-5-(benzylthio)-4-methyl-1H-pyrazole C(C1=CC=CC=C1)OCCN1N=CC(=C1SCC1=CC=CC=C1)C